(bisbenzylideneacetone) dipalladium (0) [Pd].[Pd].C(C1=CC=CC=C1)=CC(=O)C=CC1=CC=CC=C1